C1(CCC1)OC1=C2CC[C@@H](N(C2=CC=C1C=1C=NN(C1)C1CN(C1)C)C(=O)OC)C Methyl (S)-5-cyclobutoxy-2-methyl-6-(1-(1-methylazetidin-3-yl)-1H-pyrazol-4-yl)-3,4-dihydroquinoline-1(2H)-carboxylate